benzyl (1s,4s,5r)-5-[[5-cyclopropyl-3-(2,6-dimethylphenyl)-1,2-oxazol-4-yl] methoxy]-2-azabicyclo[2.2.1]heptane-2-carboxylate C1(CC1)C1=C(C(=NO1)C1=C(C=CC=C1C)C)CO[C@H]1[C@@H]2CN([C@H](C1)C2)C(=O)OCC2=CC=CC=C2